C1(=CC=CC=C1)N(C1=CC=C(C2=CC=C(N(C3=CC=C(C=C3)N(C3=CC=CC=C3)C3=CC=CC=C3)C3=CC=CC=C3)C=C2)C=C1)C1=CC=C(C=C1)N(C1=CC=CC=C1)C1=CC=CC=C1 diphenyl-N,N'-bis[4-(N,N-diphenylamino)phenyl]Benzidine